triethoxy(propyl)silane C(C)O[Si](CCC)(OCC)OCC